OC1(CCN(CC1)C(C[C@@H](C)C1=CC=CC=C1)=O)CN1C=NC=2C(C1=O)=NN(C2C=2C=C(C(=O)N)C=CC2)C (R)-3-(6-((4-Hydroxy-1-(3-phenylbutanoyl)piperidin-4-yl)methyl)-2-methyl-7-oxo-6,7-dihydro-2H-pyrazolo[4,3-d]pyrimidin-3-yl)benzamide